tert-butyl 3-[5-(2-methoxy-4,6-dimethyl-phenyl)thiazolo[4,5-d]pyrimidin-2-yl]piperidine-1-carboxylate COC1=C(C(=CC(=C1)C)C)C=1N=CC2=C(N1)N=C(S2)C2CN(CCC2)C(=O)OC(C)(C)C